FC1=C(C=C2C=CNC2=C1)OC 6-fluoro-5-methoxy-1H-indole